CC1=NC2=C(N1COCC[Si](C)(C)C)C=C(C=C2)B(O)O (2-methyl-1-((2-(trimethylsilyl)ethoxy)methyl)-1H-benzo[d]imidazol-6-yl)boronic acid